Cl.Cl.ClC1=CC2=C(N(C=N2)CCC[C@H]2NCCC[C@@H]2O)C(=C1)C1=CSC=C1 (2R,3S)-2-(3-(5-chloro-7-(thiophen-3-yl)-1H-benzo[d]imidazol-1-yl)propyl)piperidin-3-ol dihydrochloride